C1=C(C=CC2=CC=CC=C12)C1=NN(C=C1C=O)C1=CC=CC=C1 (naphthalen-2-yl)-1-phenyl-1H-pyrazole-4-carbaldehyde